7-methoxy-1,9-dimethyl-6-(thiophen-3-yl)-9H-pyrido[3,4-b]indole COC1=C(C=C2C3=C(N(C2=C1)C)C(=NC=C3)C)C3=CSC=C3